methyl 5-amino-(1,1'-biphenyl)-2-carboxylate NC1=CC=C(C(=C1)C1=CC=CC=C1)C(=O)OC